2-(4-hydroxy-piperidin-1-yl)-ethanesulfonic acid {4-[5-amino-6-(2-chloro-3,6-difluoro-benzyloxy)-pyrazin-2-yl]-phenyl}-amide NC=1N=CC(=NC1OCC1=C(C(=CC=C1F)F)Cl)C1=CC=C(C=C1)NS(=O)(=O)CCN1CCC(CC1)O